N-[(3-Fluoro-4-methoxypyridin-2-yl)methyl]-3-(methoxymethyl)-1-({4-[(2-oxopyridin-1-yl)methyl]phenyl}methyl)pyrazole-4-carboxamide edisylate S(=O)(=O)(O)CCS(=O)(=O)O.FC=1C(=NC=CC1OC)CNC(=O)C=1C(=NN(C1)CC1=CC=C(C=C1)CN1C(C=CC=C1)=O)COC